5-(Difluoromethyl)-6-(3-methylimidazo[4,5-c]pyridin-7-yl)-3-[4-(morpholinomethyl)anilino]pyrazin-2-carboxamid FC(C=1N=C(C(=NC1C=1C2=C(C=NC1)N(C=N2)C)C(=O)N)NC2=CC=C(C=C2)CN2CCOCC2)F